CN1CCN(CC1)C1=CC=C(C=C1)NC(=O)C=1C(NC=CC1NC=1C=NC=CC1OCC1CNCC1)=O N-(4-(4-Methylpiperazin-1-yl)phenyl)-2-oxo-4-((4-(pyrrolidin-3-ylmethoxy)pyridin-3-yl)amino)-1,2-dihydropyridine-3-carboxamide